N[C@@](CNC(C)=O)(CCCC)C (R)-N-(2-amino-2-methylhexyl)acetamide